8-bromo-4,7-dichloro-1-methylimidazo[1,5-a]quinoxaline BrC1=C(C=C2N=C(C=3N(C2=C1)C(=NC3)C)Cl)Cl